C(CCC)N(C=1C2=C(N=C(N1)C1=CC=NC=C1)C=NC=C2)C N-butyl-N-methyl-2-(pyridin-4-yl)pyrido[3,4-d]pyrimidin-4-amine